BrC=1C=CC2=C(CCCCC2O)C1 2-bromo-6,7,8,9-tetrahydro-5H-benzo[7]annulen-5-ol